lithium Cobalt phosphate P(=O)([O-])([O-])[O-].[Co+2].[Li+]